5-(3-chloroimidazo[1,2-b]pyridazin-6-yl)-N-((1-methylpiperidin-4-yl)methyl)-7H-pyrrolo[2,3-d]pyrimidin-2-amine ClC1=CN=C2N1N=C(C=C2)C2=CNC=1N=C(N=CC12)NCC1CCN(CC1)C